5-(2,4-Difluorophenoxy)-2,2-dimethyl-1-(3-methyl-4-((4-(trifluoromethoxy)phenyl)sulfonyl)piperazin-1-yl)pentan-1-one FC1=C(OCCCC(C(=O)N2CC(N(CC2)S(=O)(=O)C2=CC=C(C=C2)OC(F)(F)F)C)(C)C)C=CC(=C1)F